CN(S(O)(=O)=O)C.CN(S(O)(=O)=O)C.ClC=1C=CC=CC1C1=C(C=CC=C1)Cl 3,3'-dichloro-4,4'-biphenyl di(N,N-dimethylsulfamate)